(±)-Cis-3-(4-(4-(((cyclopentyl(methyl)carbamoyl)oxy)methyl)-3-methylisoxazol-5-yl)phenoxy)-1-methylcyclohexanecarboxylic acid C1(CCCC1)N(C(=O)OCC=1C(=NOC1C1=CC=C(O[C@@H]2C[C@@](CCC2)(C(=O)O)C)C=C1)C)C |r|